tert-butyl (2-(4-(benzyloxy)phenoxy)ethyl)carbamate C(C1=CC=CC=C1)OC1=CC=C(OCCNC(OC(C)(C)C)=O)C=C1